N1C(=NC2=C1C=CC=C2)NC(=O)C2CCC(CC2)N2C(C1=CC=CC(=C1C2)C)=O (1s,4s)-N-(1H-benzo[d]imidazol-2-yl)-4-(4-methyl-1-oxoisoindolin-2-yl)cyclohexanecarboxamide